(((1R,1aS,6bR)-1-(6-(trifluoromethyl)-1H-benzo(d)imidazol-2-yl)-1a,6b-dihydro-1H-cyclopropa(b)benzofuran-5-yl)oxy)-3,4-dihydro-1,8-naphthyridin-2(1H)-one FC(C=1C=CC2=C(NC(=N2)[C@@H]2[C@H]3OC4=C([C@H]32)C=C(C=C4)ON4C(CCC3=CC=CN=C43)=O)C1)(F)F